5-Bromo-1-methyl-1H-pyrazole-4-carboxylic acid methyl ester COC(=O)C=1C=NN(C1Br)C